2-(1-cyclopropyl-2-hydroxy-2-methylpropyl)-7-(2-(2,2,2-trifluoroethoxy)phenyl)isoindolin-1-one C1(CC1)C(C(C)(C)O)N1C(C2=C(C=CC=C2C1)C1=C(C=CC=C1)OCC(F)(F)F)=O